C1(=CC=CC=C1)C1=C(C2=C(SC3=C2C=CC=C3)C=C1)C1=NN=NC(=C1C1=C(C=CC=C1)C1=CC=CC=C1)C1=C(C=CC=C1)C1=CC=CC=C1 phenyl[bis(biphenylyl)triazinyl]dibenzothiophene